tert-butyl N-{1-[7-chloro-8-fluoro-2-(hexahydropyrrolizin-7a-ylmethoxy)pyrido[4,3-d]pyrimidin-4-yl]azepan-3-yl}carbamate ClC1=C(C=2N=C(N=C(C2C=N1)N1CC(CCCC1)NC(OC(C)(C)C)=O)OCC12CCCN2CCC1)F